FC1=C(C(=O)NC2=CC=C(C=C2)C(C(F)(F)F)(C(F)(F)F)F)C=CC=C1 2-fluoro-N-[4-(perfluoropropane-2-yl)phenyl]benzamide